FC1=CC=C(C=C1)[C@H]1C[C@@H](CO1)C1=NOC(=N1)CN1C=NC=2N=CN(C(C12)=O)C 7-((3-((3R,5R)-5-(4-fluorophenyl)tetrahydro-furan-3-yl)-1,2,4-oxadiazol-5-yl)methyl)-1-methyl-1,7-dihydro-6H-purin-6-one